FC1=C(C=C2N=CC=NC2=C1)COC1=CC=CC(=N1)C1CCN(CC1)CC1=NC2=C(N1C[C@H]1OCC1)C=C(C=C2)C(=O)[O-] (S)-2-((4-(6-((7-Fluoroquinoxalin-6-yl)methoxy)pyridin-2-yl)piperidin-1-yl)methyl)-1-(oxetan-2-ylmethyl)-1H-benzo[d]imidazole-6-carboxylate